(3-amino-2,6-difluorophenyl)(methyl)carbamic acid tert-butyl ester C(C)(C)(C)OC(N(C)C1=C(C(=CC=C1F)N)F)=O